O=C1NC(CCC1N1C(C2=CC=C(C=C2C1=O)OCCOCCOCCOCCOCCOC1=NC(=C(C=C1)C=1C=CC=2C3=C(N(C2C1)C)C=CN=C3)C(F)(F)F)=O)=O 2-(2,6-dioxopiperidin-3-yl)-5-((14-((5-(5-methyl-5H-pyrido[4,3-b]indol-7-yl)-6-(trifluoromethyl)pyridin-2-yl)oxy)-3,6,9,12-tetraoxatetradecyl)oxy)isoindoline-1,3-dione